S(N)(=O)(=O)C=1C=C(C=CC1)NC(=O)C=1C(=NC=C(C1)C(F)(F)F)OC1=CC=C(C=C1)OC(F)(F)F N-(3-sulfamoylphenyl)-2-[4-(trifluoromethoxy)phenoxy]-5-(trifluoromethyl)pyridine-3-carboxamide